NCCC(CCCN)CN 1,6-diamino-3-(aminomethyl)-hexane